4-[[(2R,3r,4r,5s)-3-(3,4-difluoro-2-methoxy-phenyl)-4,5-dimethyl-5-(trifluoromethyl)tetrahydrofuran-2-carbonyl]amino]-3-fluoro-pyridine-2-carboxamide FC=1C(=C(C=CC1F)[C@@H]1[C@@H](O[C@@]([C@@H]1C)(C(F)(F)F)C)C(=O)NC1=C(C(=NC=C1)C(=O)N)F)OC